2,4-diisopropyl-6-p-nitrophenyl-1,3,5-triazine C(C)(C)C1=NC(=NC(=N1)C(C)C)C1=CC=C(C=C1)[N+](=O)[O-]